4-((2S,5R)-2,5-diethyl-4-((4-fluorophenyl)(isoxazol-3-yl)methyl)piperazin-1-yl)-1-methyl-2-oxo-1,2-dihydropyrido[3,2-d]pyrimidine-6-carbonitrile C(C)[C@@H]1N(C[C@H](N(C1)C(C1=NOC=C1)C1=CC=C(C=C1)F)CC)C=1C2=C(N(C(N1)=O)C)C=CC(=N2)C#N